C1CCC2=C(C=3CCCC3C=C12)NC(=O)N=[S@](=O)(N)C1=CC=C(C=C1)C(C)(C)OC (R)-N'-((1,2,3,5,6,7-hexahydro-s-indacen-4-yl)carbamoyl)-4-(2-meth-oxypropan-2-yl)benzene-sulfonimidamide